C(C)C1=C(C=CC(=C1F)F)[C@@H]1[C@@H](O[C@]([C@H]1C)(C(F)(F)F)C)C(=O)NC1=CC(=NC=C1)C(=O)N 4-[[(2R,3R,4S,5R)-3-(2-ethyl-3,4-difluoro-phenyl)-4,5-dimethyl-5-(trifluoromethyl)tetrahydrofuran-2-carbonyl]amino]pyridin-2-carboxamid